N-(3-((4-amino-4-oxobutyl)sulfonylamino)-4-hydroxyphenyl)-4'-(trifluoromethyl)-[1,1'-biphenyl]-4-carboxamide NC(CCCS(=O)(=O)NC=1C=C(C=CC1O)NC(=O)C1=CC=C(C=C1)C1=CC=C(C=C1)C(F)(F)F)=O